NCCOCCOCCC(=O)N1CCN(CC1)C(=O)C1=C(C=C(C=C1)NC(=O)C=1N(C(=CN1)C1=C(C(=C(C=C1)OC)F)F)C)Cl N-[4-[4-[3-[2-(2-aminoethoxy)ethoxy]propanoyl]piperazine-1-carbonyl]-3-chloro-phenyl]-5-(2,3-difluoro-4-methoxy-phenyl)-1-methyl-imidazole-2-carboxamide